COC=1C=CC(=C(C1)C1=C(C=CC=C1)NC(C1=NC=CC=C1)=O)[Se]C1=CC=CC=C1 N-(5'-methoxy-2'-(phenylselanyl)-[1,1'-biphenyl]-2-yl)picolinamide